CC1=C(C=2N(C=C1C1=C(C(=NN1)C=1SC(=CN1)C1CCN(CC1)CC(=O)N(C)C)C(C)C)N=CN2)C 2-(4-(2-(5-(7,8-dimethyl-[1,2,4]triazolo[1,5-a]pyridin-6-yl)-4-isopropyl-1H-pyrazol-3-yl)thiazol-5-yl)piperidin-1-yl)-N,N-dimethylacetamide